C1=C(C=[N+](C=C1C(=O)S)[C@H]2[C@@H]([C@@H]([C@H](O2)COP(=O)(O)O)O)O)C(=O)S The molecule is a pyridine nucleotide having pyridinium-3,5-bisthiocarboxylic acid as the nucleobase. It is a nucleoside 5'-monophosphate, a pyridine nucleotide and a monothiocarboxylic acid. It derives from a nicotinic acid D-ribonucleotide. It is a conjugate acid of a pyridinium-3,5-bisthiocarboxylate mononucleotide(3-).